N[C@@H]1CC(N(C1)C1=CC=C(C=C1)S(=O)(=O)N1CCN(CC1)C1=NC(=CC(=C1)C(C1CCC(CC1)CNC(C(F)(F)F)=O)(F)F)Cl)=O N-[[4-[[2-[4-[4-[(4R)-4-amino-2-oxo-pyrrolidin-1-yl]phenyl]sulfonylpiperazin-1-yl]-6-chloro-4-pyridyl]-difluoro-methyl]cyclohexyl]methyl]-2,2,2-trifluoro-acetamide